[4-(aminothioxomethyl)-2-methyl-6-[(methylamino)carbonyl]phenyl]-3-bromo-1-(3-chloro-2-pyridinyl)-1H-pyrazole-5-carboxamide NC(C1=CC(=C(C(=C1)C(=O)NC)C=1C(=NN(C1C(=O)N)C1=NC=CC=C1Cl)Br)C)=S